COC(CCCCCCCCC\C=C/CCCCCCCC)=O cis-11-Eicosenoic Acid Methyl Ester